4-({5-[(2R)-2-hydroxy-2-phenylacetyl]-1H,2H,3H,4H,5H,6H-pyrrolo[3,4-c]pyrrol-2-yl}sulfonyl)benzonitrile O[C@@H](C(=O)N1CC2=C(C1)CN(C2)S(=O)(=O)C2=CC=C(C#N)C=C2)C2=CC=CC=C2